C(C)(=O)O[C@H]1[C@@H](OC[C@H]1OC(C)=O)N1C2=NC(=NC(=C2N=C1C#CC)Cl)C=1OC=CC1 (2R,3R,4R)-2-(6-Chloro-2-(furan-2-yl)-8-(prop-1-yn-1-yl)-9H-purin-9-yl)tetrahydrofuran-3,4-diyl diacetate